N1=C(C=NC=C1)OC1CN(C1)C(=O)OC(C)(C)C tert-butyl 3-(pyrazin-2-yloxy)azetidine-1-carboxylate